NC1=C(C(=C(CCNC(OC(C)(C)C)=O)C(=C1C(N)=O)F)C1=NC(=CC(=C1C(F)(F)F)C)N(CC1=CC=C(C=C1)OC)CC1=CC=C(C=C1)OC)F Tert-butyl (4-amino-2-(6-(bis(4-methoxybenzyl)amino)-4-methyl-3-(trifluoromethyl)pyridin-2-yl)-5-carbamoyl-3,6-difluorophenethyl)carbamate